ClC1=C(C(=CC=C1)C)NC(=O)C1=CN=C(S1)NC1=NC(=NC(=C1)NCC=1C=C2C(N(C(C2=CC1F)=O)C1C(NC(CC1)=O)=O)=O)C N-(2-chloro-6-methylphenyl)-2-((6-(((2-(2,6-dioxopiperidin-3-yl)-6-fluoro-1,3-Dioxoisoindoline-5-yl)methyl)amino)-2-methylpyrimidin-4-yl)amino)thiazole-5-carboxamide